4,4'-[(8,16-dihydro-8,16-dioxodibenzo[a,j]perylene-2,10-diyl)dioxy]dibutyric acid O=C1C2=C(C=3C=4C=CC=C5C(C6=C(C(=C7C=CC=C1C37)C54)C=CC(=C6)OCCCC(=O)O)=O)C=CC(=C2)OCCCC(=O)O